(2S,3R,5S)-3-(3,4-difluoro-2-methoxyphenyl)-N-(2-((S)-1,2-dihydroxyethyl)pyrimidin-5-yl)-5-methyl-5-(trifluoromethyl)tetrahydrofuran-2-carboxamide FC=1C(=C(C=CC1F)[C@@H]1[C@H](O[C@@](C1)(C(F)(F)F)C)C(=O)NC=1C=NC(=NC1)[C@@H](CO)O)OC